OC1(C2=C(N3C1CNCC3)N=CC(=C2)C(F)(F)F)C 5-hydroxy-5-methyl-3-(trifluoromethyl)-5a,6,8,9-tetrahydropyrido[3',2':4,5]pyrrolo[1,2-a]pyrazin